6-((benzyloxy)methyl)-2-methoxy-N-methyltetrahydro-2H-pyran-3-amine C(C1=CC=CC=C1)OCC1CCC(C(O1)OC)NC